OC1=CC=C(C=C1)C1=CC=C(C(=O)O)C=C1 4-(4-Hydroxy-Phenyl)-benzoic acid